4-propoxypyridine-3-carboxamide C(CC)OC1=C(C=NC=C1)C(=O)N